tetramethyl-bis(trifluoropropyl)disilazane C[Si](N[Si](CCC(F)(F)F)(CCC(F)(F)F)C)(C)C